ClC=1C(=NC=C(C1)B1OC(C(O1)(C)C)(C)C)C1CC(C1)(F)F 3-chloro-2-(3,3-difluorocyclobutyl)-5-(4,4,5,5-tetramethyl-1,3,2-dioxaborolan-2-yl)pyridine